C1CN(CCC12CCNCC2)C=2C=CC(=C(C2)C2C(NC(CC2)=O)=O)F 3-[5-(3,9-diazaspiro[5.5]undecan-3-yl)-2-fluoro-phenyl]piperidine-2,6-dione